1-(rel-(1r,2s)-2-hydroxycyclobutyl)-N-((6-methyl-5-(pyrazolo[1,5-a]pyridin-5-yl)-2,3-dihydro-1H-inden-4-yl)carbamoyl)-1H-pyrazole-3-sulfonamide O[C@@H]1[C@@H](CC1)N1N=C(C=C1)S(=O)(=O)NC(NC1=C2CCCC2=CC(=C1C1=CC=2N(C=C1)N=CC2)C)=O |o1:1,2|